C(C)(=O)N1CCC2(CC(C(N2)=O)CC(CO)NC([C@H](CC(C)C)NC(OCC2=CC(=CC=C2)Cl)=O)=O)CC1 3-chlorobenzyl ((2S)-1-((1-(8-acetyl-2-oxo-1,8-diazaspiro[4.5]decan-3-yl)-3-hydroxypropan-2-yl)amino)-4-methyl-1-oxopentan-2-yl)carbamate